ClCC(=O)N1CCN(CC1)CC1=NN=C2N1C1=CC=CC=C1C(N2CC2=CC=C(C=C2)OC)=O 1-((4-(2-chloroacetyl)piperazin-1-yl)methyl)-4-(4-methoxybenzyl)-[1,2,4]triazolo[4,3-a]quinazolin-5(4H)-one